N-(4-nitrobenzyl)-N-cyclopropyl-1-(4-chlorophenyl)-5-methyl-1H-pyrazole-3-carboxamide [N+](=O)([O-])C1=CC=C(CN(C(=O)C2=NN(C(=C2)C)C2=CC=C(C=C2)Cl)C2CC2)C=C1